COC1=C(C=C(C=C1)N(C)C)[N+](=O)[O-] (4-methoxy-3-nitrophenyl)-N-methyl-methylamine